(1H-pyrrol-3-yl)benzenesulfonamide N1C=C(C=C1)C1=C(C=CC=C1)S(=O)(=O)N